CP(=O)(C)C1=C(C=CC=C1)NC1=NC(=NC=C1C(F)(F)F)NC=1C=CC(=C2C=COC21)C(=O)O 7-((4-((2-(dimethylphosphoryl)phenyl)amino)-5-(trifluoromethyl)pyrimidin-2-yl)amino)benzofuran-4-carboxylic acid